copper-nickel water O.[Ni].[Cu]